4-isopropenylphenyloxytrimethylsilane tert-butyl-(S)-(5-(2-amino-7-(3-methyl-1,2,4-oxadiazol-5-yl)-1H-benzo[d]imidazol-1-yl)hexyl)carbamate C(C)(C)(C)N(C(O)=O)CCCC[C@H](C)N1C(=NC2=C1C(=CC=C2)C2=NC(=NO2)C)N.C(=C)(C)C2=CC=C(C=C2)O[Si](C)(C)C